5-(6-chloro-3-(ethylsulfonyl)pyridin-2-yl)-2-(trifluoromethyl)-[1,2,4]triazolo[1,5-a]pyrimidine ClC1=CC=C(C(=N1)C1=NC=2N(C=C1)N=C(N2)C(F)(F)F)S(=O)(=O)CC